CC1=C(OC2CC3C(CNC3)C2)C=CC(=C1)[N+](=O)[O-] 5-(2-methyl-4-nitrophenoxy)octahydrocyclopenta[c]pyrrole